Hexane dihydrochloride methacrylate C(C(=C)C)(=O)O.Cl.Cl.CCCCCC